C(\C=C/C(=O)O)(=O)O.FC1=CC=C(C=C1)C(C)C=1C(=NC(=CC1C=1C=NN(C1)C)NC1=NC=CN=C1)N (1-(4-fluorophenyl)ethyl)-4-(1-methyl-1H-pyrazol-4-yl)-N6-(pyrazin-2-yl)pyridine-2,6-diamine maleate